FC(CC1=C(C=CC=C1F)[C@@H]1C2=C(NC(=C1C(=O)OC)C)COC2=O)F (S)-methyl 4-(2-(2,2-difluoroethyl)-3-fluorophenyl)-2-methyl-5-oxo-1,4,5,7-tetrahydrofuro[3,4-b]pyridine-3-carboxylate